N(=[N+]=[N-])CCOCCOCCOCCOCCOC1=CC=C(C2=CC=CC=C12)C1=CC=C(C=C1)[C@H](CC(=O)O)NC(CNC(CCCCNC1=NC=CC=C1)=O)=O (S)-3-(4-(4-((14-azido-3,6,9,12-tetraoxatetradecyl)oxy)naphthalen-1-yl)phenyl)-3-(2-(5-(pyridin-2-ylamino)pentanamido)acetamido)propanoic acid